2,7-dithienylfluorene S1C(=CC=C1)C1=CC=2CC3=CC(=CC=C3C2C=C1)C=1SC=CC1